COC(C[N+](C)(C)C)=P(=O)CCCOC(C=C)=O (methyl)acryloxypropyl-phosphorylcholine